N-methyl-N-(1,3-dihydroxypropyl)acrylamide CN(C(C=C)=O)C(CCO)O